ClC=1C(=CC(=NC1)NC(C)C)C=1C=C2N(CC(CN(C2=O)CC2=C(C=CC=C2)CO)(CO)CO)C1 8-(5-chloro-2-(isopropylamino)pyridin-4-yl)-4,4-bis(hydroxymethyl)-2-(2-(hydroxymethyl)benzyl)-2,3,4,5-tetrahydro-1H-pyrrolo[1,2-a][1,4]diazepin-1-one